N-[4-[(1S,2R)-2-aminocyclopropyl]phenyl]-4-(4-methylpiperazin-1-yl)benzamide N[C@H]1[C@@H](C1)C1=CC=C(C=C1)NC(C1=CC=C(C=C1)N1CCN(CC1)C)=O